FC(COC1=C(C=C(C=C1F)F)C(C)NC1=NC=2N(C=C1)N=CC2C=2C=NN(C2)C)F N-(1-(2-(2,2-difluoroethoxy)-3,5-difluorophenyl)ethyl)-3-(1-methyl-1H-pyrazol-4-yl)pyrazolo[1,5-a]pyrimidin-5-amine